4-(1-((2R,5S)-4-(2-(cyanomethyl)-4-methyl-5-oxo-4,5-dihydro-2H-pyrazolo[4,3-b]pyridin-7-yl)-2,5-diethylpiperazin-1-yl)ethyl)-N-methylbenzamide C(#N)CN1N=C2C(N(C(C=C2N2C[C@H](N(C[C@@H]2CC)C(C)C2=CC=C(C(=O)NC)C=C2)CC)=O)C)=C1